C(\C=C\C(=O)OC1CC(CCC1C(C)C)C)(=O)OC1CC(CCC1C(C)C)C dimenthyl fumarate